1-{4-[4-(2-cyclohexylacetamido)-1H-1,2,3-triazol-1-yl]butyl}-N-{[3-(trifluoromethoxy)phenyl]methyl}-1H-1,2,3-triazole-4-carboxamide C1(CCCCC1)CC(=O)NC=1N=NN(C1)CCCCN1N=NC(=C1)C(=O)NCC1=CC(=CC=C1)OC(F)(F)F